IC1=CC2=NC(=CC(=C2O1)N1CCOCC1)N1N=C(C=C1C(=O)OCC)C=1C=C(C=CC1)C ethyl 1-(2-iodo-7-morpholinofuro[3,2-b]pyridin-5-yl)-3-(m-tolyl)-1H-pyrazole-5-carboxylate